ClC=1C=C2C(=NC1C1=CC=C(C=C1)C1=CC=C(C=C1)CN1CCN(CC1)CCOCCO)N=C(N2)OC2CCC(CC2)C(=O)O 4-((6-chloro-5-(4'-((4-(2-(2-hydroxyethoxy)ethyl)piperazin-1-yl)methyl)-[1,1'-biphenyl]-4-yl)-1H-imidazo[4,5-b]pyridin-2-yl)oxy)cyclohexane-1-carboxylic acid